8-(3-acetoxybenzoylamino)quinoline C(C)(=O)OC=1C=C(C(=O)NC=2C=CC=C3C=CC=NC23)C=CC1